N(=[N+]=[N-])C=1NC=CC=CC1 azidoazepine